pyridin-2-yl-benzamide N1=C(C=CC=C1)C1=C(C(=O)N)C=CC=C1